N-(8-fluoro-2-methyl-imidazo[1,2-a]-pyridin-6-yl)-4-piperazin-1-yl-1H-indole-7-carboxamide FC=1C=2N(C=C(C1)NC(=O)C=1C=CC(=C3C=CNC13)N1CCNCC1)C=C(N2)C